CC1=CC=CC=C1 toluene